C(C)C=1N=C2N(C=C(C=C2)C=2C=NC(=CC2)N2CCC(CC2)C(=O)N2CCCC2)C1N(C=1SC(=C(N1)C1=CC=C(C=C1)F)C#N)C 2-((2-ethyl-6-(6-(4-(pyrrolidine-1-carbonyl)piperidin-1-yl)pyridin-3-yl)imidazo[1,2-a]pyridin-3-yl)(methyl)amino)-4-(4-fluorophenyl)thiazole-5-carbonitrile